ClC1=NC=C(C(=N1)C1=CC(=C(CNC(OC(C)(C)C)=O)C=C1)C)C tert-butyl 4-(2-chloro-5-methylpyrimidin-4-yl)-2-methylbenzylcarbamate